FC(C1=CN=C(S1)C=O)F 5-(difluoro-methyl)-1,3-thiazole-2-carbaldehyde